4-(methoxy)-1H-indazole-3-amine COC1=C2C(=NNC2=CC=C1)N